[K].C(C)(C)P(C(C)C)C(C)C tri(isopropyl)phosphine potassium